(+/-)-3-chloro-4-(2,5,6,7-tetrahydro-1,4-oxazepin-3-yl)benzonitrile ClC=1C=C(C#N)C=CC1C=1COCCCN1